C1(CC1)C1=C(N=C(C=2N1N=CC2)N2CCC1(CC2)[C@@H](C=2C(=NC=CC2)C1)N)C (5S)-1'-(7-cyclopropyl-6-methyl-pyrazolo[1,5-a]pyrazin-4-yl)spiro[5,7-dihydro-cyclopenta[b]pyridin-6,4'-piperidin]-5-amine